tridecanyl-trichlorosilane C(CCCCCCCCCCCC)[Si](Cl)(Cl)Cl